BrC1=CC(=C(C=C1)NC1=NC2=C(N1C([2H])([2H])[2H])C=C(C=C2F)C(=O)NOCCO)F ((4-bromo-2-fluorophenyl)amino)-4-fluoro-N-(2-hydroxyethoxy)-1-(methyl-d3)-1H-benzimidazole-6-carboxamide